C(C)CCC(=O)NC 2-ethyl-methyl-1-ethyl-carboxamide